CC(C)(C)OC(=O)N1C(CCCC1)C=1N=NC(=CC1)C=1OC(=NN1)CNC1=CC=C(C=C1)F [6-(5-{[(4-fluorophenyl)amino]methyl}-1,3,4-oxadiazol-2-yl)-1,2-diazin-3-yl]piperidine-1-carboxylic acid 2-methylpropan-2-yl ester